O=C1NC(CCC1N1C(C2=CC=C(C=C2C1=O)N1CCC2(CNC2)CC1)=O)=O 2-(2,6-Dioxopiperidin-3-yl)-5-(2,7-diazaspiro[3.5]non-7-yl)isoindole-1,3-dione